2-[(4-chloro-2-fluoro-phenyl)methoxy]-6-(1,2,3,6-tetrahydropyridin-4-yl)pyridine ClC1=CC(=C(C=C1)COC1=NC(=CC=C1)C=1CCNCC1)F